3-(dimethylamino)-1-(4-trifluoromethylphenyl)-2-propen-1-one CN(C=CC(=O)C1=CC=C(C=C1)C(F)(F)F)C